CON[SiH3] Methoxyaminosilane